3-[3-fluoro-4-[1-[1-(2-hydroxyacetyl)-4-piperidyl]-4-piperidyl]anilino]piperidine-2,6-dione formate C(=O)O.FC=1C=C(NC2C(NC(CC2)=O)=O)C=CC1C1CCN(CC1)C1CCN(CC1)C(CO)=O